C1(CC1)C1=C(C=CC=C1)C=1C=C2C(CC3(CN(CC3)C3=C4C(=NS3)C=C(C=C4)F)C2=CC1)O 5-(2-cyclopropylphenyl)-1'-(6-fluorobenzo[c]isothiazol-3-yl)-2,3-dihydrospiro[inden-1,3'-pyrrolidin]-3-ol